O(C1=CC=CC=C1)C=1C=C(C(=O)OC2=C(C(=C(C(=C2F)F)F)F)F)C=CC1 perfluorophenyl 3-phenoxybenzoate